(2R,4R)-6-chloro-N-(3-{4-[(4,4-difluoropentyl)oxy]-1H-pyrazol-1-yl}bicyclo[1.1.1]pentan-1-yl)-4-hydroxy-3,4-dihydro-2H-1-benzopyran-2-carboxamide ClC=1C=CC2=C([C@@H](C[C@@H](O2)C(=O)NC23CC(C2)(C3)N3N=CC(=C3)OCCCC(C)(F)F)O)C1